FC(C)(C)C1CN(CCN1)C=1N=NC(=CN1)C1=C2C=NNC2=C(C=C1)N1N=CC=C1 4-[3-[3-(1-fluoro-1-methyl-ethyl)piperazin-1-yl]-1,2,4-triazin-6-yl]-7-pyrazol-1-yl-1H-indazole